[N+](=O)([O-])C1=CC=C(C=C1)OC(OC1=CC=C(C=C1)[N+](=O)[O-])=O bis-(p-nitro-phenyl)carbonate